2-(3-methoxypropyl)pyrazolo[5,1-b]Thiazole-7-carboxylic acid ethyl ester C(C)OC(=O)C=1C=NN2C1SC(=C2)CCCOC